BrC1=C(C(=C(C(=C1Br)Br)Br)Br)S(=O)(=O)O 2,3,4,5,6-pentabromobenzenesulfonic acid